N=1C=NN2C1C=C(C=C2)OC2=CC(=C(C=C2C(F)(F)F)NC2=NC=NC1=CC(=C(C=C21)NC(C(=CC2N(CCC2)C)F)=O)OC)OC N-(4-((4-([1,2,4]triazolo[1,5-a]pyridin-7-yloxy)-2-methoxy-5-(trifluoromethyl)phenyl)amino)-7-methoxyquinazolin-6-yl)-2-fluoro-3-(1-methylpyrrolidin-2-yl)acrylamide